N-methoxy-N-[[5-[5-(trifluoromethyl)-1,2,4-oxadiazol-3-yl]-2-pyridinyl]methyl]cyclopropanecarboxamide CON(C(=O)C1CC1)CC1=NC=C(C=C1)C1=NOC(=N1)C(F)(F)F